4-[4-[3-(3-methyl-1,2-benzooxazol-6-yl)-1,2,4-oxadiazol-5-yl]piperidine-1-carbonyl]-1-phenyl-pyrrolidin-2-one CC1=NOC2=C1C=CC(=C2)C2=NOC(=N2)C2CCN(CC2)C(=O)C2CC(N(C2)C2=CC=CC=C2)=O